OCCOCCNC(=O)C1=CC2=C(N(C(=N2)NC=2OC3=C(N2)C=CC(=C3)OCCOC)C)C=C1 N-(2-(2-hydroxyethoxy)ethyl)-2-((6-(2-methoxyethoxy)benzo[d]oxazol-2-yl)amino)-1-methyl-1H-benzo[d]imidazole-5-carboxamide